((3-(2-fluoro-3-nitrophenyl)-1-methyl-1H-pyrazol-4-yl)methyl)(methyl-d3)carbamic acid tert-butyl ester C(C)(C)(C)OC(N(C([2H])([2H])[2H])CC=1C(=NN(C1)C)C1=C(C(=CC=C1)[N+](=O)[O-])F)=O